FC=1C=C(C#N)C=C(C1)[C@H]1N(OCC1)C(=O)[C@@H]1CC[C@H](CC1)CC=1C=NC(=NC1)C trans-3-fluoro-5-[(3S)-2-[4-[(2-methylpyrimidin-5-yl)methyl]cyclohexanecarbonyl]isoxazolidin-3-yl]benzonitrile